BrC1=C(C=CC=C1)C1N(CCCC1)C(=O)OC(C)(C)C tert-butyl 2-(2-bromophenyl)piperidine-1-carboxylate